tert-butyl 4-[1-(4-Amino-2-isopropyl-5-methoxyphenyl)piperidin-4-yl]piperazine-1-carboxylate NC1=CC(=C(C=C1OC)N1CCC(CC1)N1CCN(CC1)C(=O)OC(C)(C)C)C(C)C